5-Methoxy-1,2-dimethyl-3-(4-nitrophenoxymethyl)indole-4,7-dione COC=1C(C=2C(=C(N(C2C(C1)=O)C)C)COC1=CC=C(C=C1)[N+](=O)[O-])=O